5-(3-methylisoquinolin-6-yl)-2-((tetrahydro-2H-pyran-4-yl)ethynyl)thiazole (S)-tert-butyl-4-((3-chloro-2,4-difluorophenyl)(methyl)carbamoyl)-2-oxoimidazolidine-1-carboxylate C(C)(C)(C)OC(=O)N1C(N[C@@H](C1)C(N(C)C1=C(C(=C(C=C1)F)Cl)F)=O)=O.CC=1N=CC2=CC=C(C=C2C1)C1=CN=C(S1)C#CC1CCOCC1